CN1N=CC(=C1)C=1N=C(C=2N(C1)N=CC2)C=2C=NN(C2)C(CO)CC 2-(4-(6-(1-methyl-1H-pyrazol-4-yl)pyrazolo[1,5-a]pyrazin-4-yl)-1H-pyrazol-1-yl)butan-1-ol